C(C)C(COC(O)=O)CCCC.C(OC(C)(C)C)(=O)OO tert-butyl peroxycarbonate (2-ethylhexyl)carbonate